COC(C1=C(C=C(C=C1)C1=NC=C(N=C1)CC(C)C)C)=O 4-(5-isobutylpyrazin-2-yl)-2-methyl-benzoic acid methyl ester